C1(=CC=CC=C1)C(C1=CC=CC=C1)=NC1=CC=C(C(=N1)OC)N1CCN(CC1)C(=O)OC(C)(C)C tert-butyl 4-(6-((diphenylmethylene)amino)-2-methoxypyridin-3-yl)piperazine-1-carboxylate